methyl-4-((trans-4-morpholinocyclohexyl)amino)-9H-pyrimido[4,5-b]indole-7-carboxylic acid methyl ester COC(=O)C1=CC=C2C3=C(NC2=C1)N=C(N=C3N[C@@H]3CC[C@H](CC3)N3CCOCC3)C